C(C)(C)N1N=CC=2C1=NC(=NC2NC=2N=CN(C2)C2=CC(=C(C(=C2)OC)OC)OC)C 1-isopropyl-6-methyl-N-(1-(3,4,5-trimethoxyphenyl)-1H-imidazol-4-yl)-1H-pyrazolo[3,4-d]pyrimidin-4-amine